FC1(CC(C1)C=1C=C(C(=O)NC2=CC(=C(C=C2)C)C=2C=NC3=CC(=NC=C3C2)N(C)CC2=CC=C(C=C2)OC)C=CN1)F 2-(3,3-difluorocyclobutyl)-N-(3-(7-((4-methoxybenzyl)(methyl)amino)-1,6-naphthyridin-3-yl)-4-methylphenyl)isonicotinamide